(R)-1-methyl-N-(1-methylcyclopropyl)-4-((2-methylthiazol-5-yl)methyl-d2)-5-oxo-1,2,4,5-tetrahydroimidazo[1,2-a]-quinazoline-7-sulfonamide C[C@@H]1CN=C2N1C1=CC=C(C=C1C(N2C([2H])([2H])C2=CN=C(S2)C)=O)S(=O)(=O)NC2(CC2)C